FC(OC1=CC=C(C=C1)C1=CC(=CN=N1)C(=O)NCC1=C(C=CC=C1)N1CCOCC1)(F)F 6-[4-(trifluoromethoxy)phenyl]-N-[(2-morpholinophenyl)methyl]pyridazine-4-carboxamide